CC1=CC2=C(NC(=N2)CCNC(=O)C2=CC=C(C=C2)C2=NC3=C(N2)C=CC=C3C(=O)N)C=C1 2-(4-((2-(5-methyl-1H-benzo[d]imidazol-2-yl)ethyl)carbamoyl)phenyl)-1H-benzo[d]imidazole-4-carboxamide